ClC1=C(N=C(NC1=O)C1=CC=NC=C1)N1CC(CCC1)C(F)(F)F 5-chloro-2-(4-pyridyl)-4-[3-(trifluoromethyl)-1-piperidinyl]-1H-pyrimidin-6-one